CC1(N(CC1)C=1N=C(C2=C(N1)CCC2)C2=CC(=CC=C2)S(=O)(=O)C)C#N 2-methyl-1-(4-(3-(methylsulfonyl)phenyl)-6,7-dihydro-5H-cyclopenta[d]pyrimidin-2-yl)azetidine-2-carbonitrile